OC(C)C1CCS(CC1)(=O)=O 4-(1-hydroxyethyl)-1λ6-thiane-1,1-dione